(E)-3-((3-(5-chloro-1-methyl-3-(trifluoromethyl)-1H-pyrazol-4-yl)allyl)thio)-5,5-dimethyl-4,5-dihydroisoxazole ClC1=C(C(=NN1C)C(F)(F)F)/C=C/CSC1=NOC(C1)(C)C